CCCCCC(=O)/C=C/[C@@H]1[C@H]([C@H](CC1=O)O)C/C=C\\CCCC(=O)O The molecule is the 15-dehydro derivative of prostaglandin D2. It derives from a prostaglandin D2. It is a conjugate acid of a 15-dehydro-prostaglandin D2(1-).